C(CCC)OC1=CC=C(C=C1)C(C(=O)O)CC(=O)NC 2-(4-Butoxy-phenyl)-N-methyl-succinamic acid